FC1(CC(C1)C(C)=O)F 1-(3,3-difluorocyclobutyl)ethanone